((S)-1-(2,2-difluoro-3-hydroxypropyl)pyrrolidin-3-yl)-4-(5-(5-fluoro-2-methoxypyridin-4-yl)-1H-pyrazole-3-carbonyl)-4-azaspiro[2.5]octane-7-carboxamide FC(CN1C[C@@H](CC1)C1CC12N(CCC(C2)C(=O)N)C(=O)C2=NNC(=C2)C2=CC(=NC=C2F)OC)(CO)F